C(CCCCC)(=O)OCCCCCC hexyl hexanoat